FC(CCCNCC(O)C1=CC(=C(C=C1)O)CO)(CCOCCCCC1=CC=CC=C1)F 4-(2-{[4,4-difluoro-6-(4-phenylbutoxy)hexyl]amino}-1-hydroxy-ethyl)-2-(hydroxy-methyl)phenol